FC=1C=C(CN2N=C(N=C2)C(=O)N[C@H]2C(N(C=3N(CC2)N=C(C3)[C@@H]3C(C3)(F)F)C)=O)C=CC1F 1-(3,4-Difluorobenzyl)-N-((R)-2-((R)-2,2-difluorocyclopropyl)-4-methyl-5-oxo-5,6,7,8-tetrahydro-4H-pyrazolo[1,5-a][1,3]diazepin-6-yl)-1H-1,2,4-triazol-3-carboxamid